(+)-3-(3-chloro-4-fluoro-2-methoxyanilino)-2-{3-[(oxetan-2-yl)methoxy]pyridin-4-yl}-1,5,6,7-tetrahydro-4H-pyrrolo[3,2-c]pyridin-4-one ClC=1C(=C(NC2=C(NC3=C2C(NCC3)=O)C3=C(C=NC=C3)OCC3OCC3)C=CC1F)OC